N-(3-phenyl-1-methyl-propyl)sulfonyldiamine C1(=CC=CC=C1)CCC(C)NS(=O)(=O)N